ClC=1C=C(C(=NC1)OC)S(=O)(=O)NC1=NC=C(C(=C1F)C=1C=C2C=NC(=NC2=CC1)NC1CC(CC1)C(=O)NC)F 3-({6-[2-(5-chloro-2-methoxypyridine-3-sulfonamido)-3,5-difluoropyridin-4-yl]quinazolin-2-yl}amino)-N-methylcyclopentane-1-carboxamide